BrC1=C(C=CC2=CC(=CC=C12)F)NC(OC(C)(C)C)=O tert-Butyl (1-bromo-6-fluoronaphthalen-2-yl)carbamate